FC1=CC=C(C(=O)NCC[C@@]23C[C@](C[C@H]2[C@@H]2CC=C4C[C@H](CC[C@]4(C)[C@H]2CC3)O)(O)CC=C)C=C1 (4-fluorobenzamidomethyl)-16alpha-allyl-16beta-hydroxy-androsta-5-en-3beta-ol